CC1C(OC(O1)CCC1=CC=CC=C1)CCC(=O)C1=CC=CC=C1 (±)-3-(5-methyl-2-phenethyl-1,3-dioxolan-4-yl)-1-phenylpropan-1-one